8'Z,11'Z-heptadecadiene C=CC=CCCCCCCCCCCCCC